ClC1=C(C=CC=C1S(=O)(=O)F)SC=1N=CC(=NC1)N1CCC(CC1)(C)CNC(OC(C)(C)C)=O tert-butyl ((1-(5-((2-chloro-3-(fluorosulfonyl)phenyl)thio)pyrazin-2-yl)-4-methylpiperidin-4-yl)methyl)carbamate